[N+](=O)([O-])C1=CC=C(C=C1)C1=CC=C(C=N1)CCOS(=O)(=O)C1=CC=C(C=C1)C.N1C(=CC=C1)C(C)=O 1-(1H-pyrrol-2-yl)ethanone 2-(6-(4-nitrophenyl)pyridin-3-yl)ethyl-4-methylbenzenesulfonate